CN1N=C2[C@@H](N(CCC2=C1C1=CC(=C(C(=C1)F)F)F)C(=O)C1=C2CCN(CC2=CC=C1)C(=O)OC(C)(C)C)C tert-butyl (S)-5-(2,7-dimethyl-3-(3,4,5-trifluorophenyl)-4,5,6,7-tetrahydro-2H-pyrazolo[3,4-c]pyridine-6-carbonyl)-3,4-dihydroisoquinoline-2(1H)-carboxylate